S-2-((tert-butoxycarbonyl)amino)benzyl ethanethioate C(C)(SCC1=C(C=CC=C1)NC(=O)OC(C)(C)C)=O